C[C@@H]1[C@@H](C2=CC(=CC=C2C1)C)N (1S,2S)-2,6-dimethyl-1-aminoindan